nonanediol dibehenate C(CCCCCCCCCCCCCCCCCCCCC)(=O)OC(CCCCCCCC)OC(CCCCCCCCCCCCCCCCCCCCC)=O